4,5,6,7-Tetrahydropyrazolo[1,5-a]pyrazine-2-carboxylic acid hydrochloride Cl.N1=C(C=C2N1CCNC2)C(=O)O